3-chloro-N-(4-{1-[(2-ethoxycyclopropyl)carbamoyl]cyclobutyl}phenyl)benzamide ClC=1C=C(C(=O)NC2=CC=C(C=C2)C2(CCC2)C(NC2C(C2)OCC)=O)C=CC1